[Sn].P.P.P triphosphine tin